FC=1C(=C(C=CC1F)[C@@H]1CO[C@H]([C@H]1OC)C(C)C)OC (2R,3R,4S,5S)-3-(3,4-difluoro-2-methoxyphenyl)-5-isopropyl-4-methoxytetrahydrofuran